4-[(2-fluoro-5-(trifluoromethyl)benzyl)amino]-2-[(1-methyl-1H-pyrazol-4-yl)amino]pyrimidin-5-carboxamide FC1=C(CNC2=NC(=NC=C2C(=O)N)NC=2C=NN(C2)C)C=C(C=C1)C(F)(F)F